(4,4-difluoropiperidin-1-yl)(6-(6-methoxy-1H-indazol-1-yl)pyridin-3-yl)methanone FC1(CCN(CC1)C(=O)C=1C=NC(=CC1)N1N=CC2=CC=C(C=C12)OC)F